NC1=NC=2C=C(C=CC2C=2C1=NN(C2)CCNC(=O)C2=NC=C(C=C2)F)C2=NNC=C2 N-{2-[4-amino-7-(1H-pyrazol-3-yl)-2H-pyrazolo[3,4-c]quinolin-2-yl]ethyl}-5-fluoropyridine-2-carboxamide